3-fluoro-4-((2-(hydroxymethyl)azetidin-1-yl)sulfonyl)-1-methyl-1H-pyrrole-2-carboxylic acid ethyl ester C(C)OC(=O)C=1N(C=C(C1F)S(=O)(=O)N1C(CC1)CO)C